[Si](C)(C)(C(C)(C)C)OC(CCCCC)[Li] 1-(tert-butyldimethylsilyloxy)hexyllithium